Bis(5-aminomethyltetrahydrofuran-2-yl)-methan NCC1CCC(O1)CC1OC(CC1)CN